[Ru](Cl)Cl.CC1=C(C(=CC(=C1)C)C)C1(C=C(C(CCCC)CC)P(CC(CCCC)CC)CC(CCCC)CC)C(C(=CC=C1)C1=C(C=C(C=C1C)C)C)=C1NCCN1 1,3-bis(2,4,6-trimethylphenyl)-2-(imidazolidinylidene)(benzylidene)(tris(2-ethylhexyl)phosphine) ruthenium dichloride